(E)-2-chloro-4-(1,3-dithian-2-yl)phenyl 3-(4-bromo-phenyl)-acrylate BrC1=CC=C(C=C1)/C=C/C(=O)OC1=C(C=C(C=C1)C1SCCCS1)Cl